CC=1N=C2N(N=CC(=C2)C(=O)N)C1 2-methylimidazo[1,2-b]pyridazine-7-carboxamide